C(C)N(CC)CC1=C(C(=CC(=C1)[N+](=O)[O-])CN(CC)CC)O 2,6-bis((diethylamino)methyl)-4-nitrophenol